(S)-1-(1-(2-((1H-1,2,4-triazol-3-yl)methyl)-1-oxo-1,2-dihydroisoquinolin-4-yl)ethyl)-3-(3-chloro-4-fluorophenyl)-1-methylurea N1N=C(N=C1)CN1C(C2=CC=CC=C2C(=C1)[C@H](C)N(C(=O)NC1=CC(=C(C=C1)F)Cl)C)=O